ClC=1C2=CN(N=C2C=CC1C1=CNC2=NC(=CN=C21)N2C1CC(CC2CC1)N)C exo-8-[7-(4-chloro-2-methyl-2H-indazol-5-yl)-5H-pyrrolo[2,3-b]pyrazin-3-yl]-8-azabicyclo[3.2.1]octan-3-amine